6-(1-((5,7-dioxaspiro[2.5]octan-6-yl)methyl)-1H-1,2,3-triazol-4-yl)-5-cyclopropoxy-N-cyclopropyl-N-methylnicotinamide C1CC12COC(OC2)CN2N=NC(=C2)C2=NC=C(C(=O)N(C)C1CC1)C=C2OC2CC2